CC1(CN2C(CO1)=C(C(=N2)C=2N=CN(C2)C)C2=C1C(=NC=C2)NN=C1)C 6,6-Dimethyl-2-(1-methyl-1H-imidazol-4-yl)-3-(1H-pyrazolo[3,4-b]pyridin-4-yl)-6,7-dihydro-4H-pyrazolo[5,1-c][1,4]oxazine